C1(=CC=CC=C1)N(C(=O)N1[C@@H]([C@H]2CC[C@@H](C1)N2C(N(C)CC2=CC=C(C=C2)F)=O)C(=O)O)C2=CC=CC=C2 (1R,2S,5S)-3-(diphenylcarbamoyl)-8-((4-fluorobenzyl)(methyl)carbamoyl)-3,8-diazabicyclo[3.2.1]octane-2-carboxylic acid